OC1=CC=C(C(=O)OCC(C)C)C=C1 Isobutyl para-hydroxybenzoat